C(C)(C)(C)OC(N[C@H](C(=O)NN(C(CF)=O)CCC(=O)N)CC1CCCCC1)=O (S)-tert-Butyl(1-(2-(3-amino-3-oxo-propyl)-2-(2-fluoroacetyl)hydrazinyl)-3-cyclohexyl-1-oxo-propan-2-yl)carbamate